CCCCCCCC(CC)C(=O)N Decane-8-carboxamide